N1C=NC(=C1)C1=C(C=CC=C1)O 2-(1H-imidazol-4-yl)phenol